ClC1=CC=C(S1)CNC1=CC(=NN1)C1CCN(CC1)CCC1=NC=CC=C1 N-[(5-Chlorothiophen-2-yl)methyl]-3-{1-[2-(pyridin-2-yl)ethyl]piperidin-4-yl}-1H-pyrazol-5-amin